O=C1NC(CCC1N1C(C2=CC=CC(=C2C1=O)NCCCCCCNC(C)=O)=O)=O N-(6-((2-(2,6-dioxopiperidin-3-yl)-1,3-dioxoisoindolin-4-yl)amino)hexyl)acetamide